6-Hydroxy-7-methoxy-2-((5-bromo-thiophen-2-yl)methyl)-1,2,3,4-tetrahydroisoquinoline OC=1C=C2CCN(CC2=CC1OC)CC=1SC(=CC1)Br